C(C)(C)OC=1N=CC(=NC1)C(=O)OC methyl 5-isopropoxypyrazine-2-carboxylate